C(#N)C1=NC=2N(C=C1)N=CC2C2CC21N(CCC(C1)C(=O)N)C(=O)C1=NNC(=C1)C1=CC(=NC=C1F)OC (5-cyanopyrazolo[1,5-a]pyrimidin-3-yl)-4-(5-(5-fluoro-2-methoxypyridin-4-yl)-1H-pyrazole-3-carbonyl)-4-azaspiro[2.5]octane-7-carboxamide